ethyl 2-((2-methoxy-5-(5-methylpyridin-2-yl)phenyl)amino)acetate COC1=C(C=C(C=C1)C1=NC=C(C=C1)C)NCC(=O)OCC